1-heptylsulfonic acid ammonium salt [NH4+].C(CCCCCC)S(=O)(=O)[O-]